N-[4-[(tert-butyldimethylsilyl)oxy]phenyl]-4-[5-(trifluoromethyl)pyridin-2-yl]piperazine-1-carboxamide [Si](C)(C)(C(C)(C)C)OC1=CC=C(C=C1)NC(=O)N1CCN(CC1)C1=NC=C(C=C1)C(F)(F)F